(5-((6,7-dimethoxy-quinolin-4-yl)oxy)pyridin-2-yl)-5-(4-fluorophenyl)-1-isopropyl-4-oxo-1,4-dihydropyridazine-3-carboxamide COC=1C=C2C(=CC=NC2=CC1OC)OC=1C=CC(=NC1)C1=C(C(C(=NN1C(C)C)C(=O)N)=O)C1=CC=C(C=C1)F